[C@@H]12CCC[C@H]2C1 trans-(1R,3S,5S)-bicyclo[3.1.0]hexane